3-methylisoxazole-4-carboxamide CC1=NOC=C1C(=O)N